C1(=CC=CC=C1)C(CC[Si](OCC)(OCC)C)NC 3-phenyl-methylaminopropyl-methyl-diethoxysilane